C1(CC1)C(=O)NC1=NC=C(C(=O)NC([2H])([2H])[2H])C(=C1)NC1=NC=CC2=C1N(C(C=1N2N=C(C1)C)([2H])[2H])C 6-(cyclopropanecarboxamido)-4-((2,5-dimethyl-4,5-dihydropyrazolo[1,5-a]pyrido[3,4-e]pyrazin-6-yl-4,4-d2)amino)-N-(methyl-d3)nicotinamide